3-(4-aminopyrimidin-2-yl)cyclohex-2-en-1-ol NC1=NC(=NC=C1)C1=CC(CCC1)O